1-(benzyl-3-pyrrolidinyl)-N,N'-bis(2-pyridinylmethyl)-1,3-benzenedimethanamine C(C1=CC=CC=C1)N1CC(CC1)C1(CC(=CC=C1)CNCC1=NC=CC=C1)CNCC1=NC=CC=C1